C1(CC1)C1=NC(=NC=C1O[C@@H]1C[C@H](CCC1)C(=O)O)C=1N=NN(C1COC(N(CCC(F)(F)F)C)=O)C (1S,3S)-3-((4-cyclopropyl-2-(1-methyl-5-(((methyl(3,3,3-trifluoropropyl)carbamoyl)oxy)methyl)-1H-1,2,3-triazol-4-yl)pyrimidin-5-yl)oxy)cyclohexane-1-carboxylic acid